((S)-2-(2-Chloro-3-fluorophenyl)piperidin-1-yl)-3-fluoro-N-((R,E)-4-(methylsulfonyl)but-3-en-2-yl)picolinamide ClC1=C(C=CC=C1F)[C@H]1N(CCCC1)C1=C(C(=NC=C1)C(=O)N[C@H](C)\C=C\S(=O)(=O)C)F